FC(C1=NC(=CC=C1OC[C@](CC(C)C)(N)C)C1=CN(C2=NC=C(C=C21)F)S(=O)(=O)C2=CC=C(C)C=C2)F (S)-1-{[2-(difluoromethyl)-6-(5-fluoro-1-tosyl-1H-pyrrolo[2,3-b]pyridin-3-yl)pyridin-3-yl]oxy}-2,4-dimethylpentan-2-amine